CC=1CCC2(C(C1)C)CCCC(C2=O)(C)C 3,5,10,10-tetramethylspiro[5.5]undec-3-en-11-one